tert-butyl N-({4-[(6-chloro-3-nitropyridin-2-yl)amino]phenyl}methyl)carbamate ClC1=CC=C(C(=N1)NC1=CC=C(C=C1)CNC(OC(C)(C)C)=O)[N+](=O)[O-]